N2-((2-methyltetrahydrofuran-2-yl)methyl)-6-phenyl-N4-(pyridin-4-yl)-1,3,5-triazine-2,4-diamine CC1(OCCC1)CNC1=NC(=NC(=N1)NC1=CC=NC=C1)C1=CC=CC=C1